[2-[4-[1-(2-ethoxyethyl)-1H-2-benzimidazolyl]-1-piperidinyl]-ethyl]-α,α-dimethylbenzeneacetate C(C)OCCN1C(=NC2=C1C=CC=C2)C2CCN(CC2)CCOC(C(C2=CC=CC=C2)(C)C)=O